CN1N=CC=C1B1OC(C(O1)(C)C)(C)C 1-methyl-5-(4,4,5,5-tetramethyl-1,3,2-dioxaborolane-2-yl)-1H-pyrazole